2-(6-bromo-5-fluoro-1-oxo-spiro[3H-isoquinolin-4,1'-cyclopropan]-2-yl)-N-(pyrimidin-2-yl)acetamide ethyl-5-amino-1-(4-(difluoromethoxy)phenyl)-3-methyl-1H-pyrazole-4-carboxylate C(C)OC(=O)C=1C(=NN(C1N)C1=CC=C(C=C1)OC(F)F)C.BrC=1C(=C2C(=CC1)C(N(CC21CC1)CC(=O)NC1=NC=CC=N1)=O)F